(3-Trimethoxysilylpropyl) disulfide CO[Si](CCCSSCCC[Si](OC)(OC)OC)(OC)OC